C=C1C=CC=C2C=C(C=C12)C=O 7-methyleneindene-2-carboxaldehyde